C(C)(C)(C)[N+](=CC)[O-] N-tert-butyl-α-methylnitrone